(5-(5-methoxy-3,4-dihydro-2,6-naphthyridin-2(1H)-yl)naphthalen-2-yl)(piperidin-1-yl)methanone COC1=C2CCN(CC2=CC=N1)C1=C2C=CC(=CC2=CC=C1)C(=O)N1CCCCC1